2-(8-fluoronaphthalen-1-yl)-4,4,5,5-tetramethyl-1,3,2-dioxaborolane FC=1C=CC=C2C=CC=C(C12)B1OC(C(O1)(C)C)(C)C